(1S,3R)-N-[5-chloro-4-(7-fluoro-3-isopropyl-2-methyl-indazol-5-yl)-2-pyridyl]-3-(methanesulfonamido)cyclohexanecarboxamide ClC=1C(=CC(=NC1)NC(=O)[C@@H]1C[C@@H](CCC1)NS(=O)(=O)C)C1=CC2=C(N(N=C2C(=C1)F)C)C(C)C